7'-(2,6-dioxopiperidin-3-yl)-2'H-spiro[azetidine-3,3'-pyrano[2,3-f]isoindole]-6',8'(4'H,7'H)-dione O=C1NC(CCC1N1C(C=2C=C3C(=CC2C1=O)OCC1(C3)CNC1)=O)=O